tert-Butyl 8-((3-((2-(methylamino)-3,4-dioxocyclobut-1-en-1-yl)amino)propyl)(8-oxo-8-(undecan-3-yloxy)octyl)amino)octanoate CNC1=C(C(C1=O)=O)NCCCN(CCCCCCCC(=O)OC(C)(C)C)CCCCCCCC(OC(CC)CCCCCCCC)=O